[8-[tert-butoxycarbonyl(2-cyanoallyl)amino]-2-naphthyl] trifluoromethane-sulfonate FC(S(=O)(=O)OC1=CC2=C(C=CC=C2C=C1)N(CC(=C)C#N)C(=O)OC(C)(C)C)(F)F